CC1=NC(=CC(=C1)C1=C(C(=C(C(=C1N1C2=CC=CC=C2C=2C=CC=CC12)C1=NC=CC=C1)N1C2=CC=CC=C2C=2C=CC=CC12)N1C2=CC=CC=C2C=2C=CC=CC12)N1C2=CC=CC=C2C=2C=CC=CC12)C 9,9',9'',9'''-(4-(2,6-dimethylpyridin-4-yl)-6-(pyridin-2-yl)benzene-1,2,3,5-tetrayl)tetrakis(9H-carbazole)